Cl.CN1C=NC=C1C=1C=C2CCNCC2=C(C1)N[C@@H]1COCC1 (S)-6-(1-Methyl-1H-imidazol-5-yl)-N-(tetrahydrofuran-3-yl)-1,2,3,4-tetrahydroisoquinolin-8-amine hydrochloride